4,4,6-trimethyl-2-vinyl-5,6-dihydro-4H-1,3-oxazine CC1(N=C(OC(C1)C)C=C)C